C(C(C)C)N(C)CC=1C=C(C(N(C1)CC(F)(F)F)=O)C(=O)NC1=CC(=CC=C1)C(CC1=NN=CN1C)(C)C 5-((Isobutyl(methyl)amino)methyl)-N-(3-(2-methyl-1-(4-methyl-4H-1,2,4-triazol-3-yl)propan-2-yl)phenyl)-2-oxo-1-(2,2,2-trifluoroethyl)-1,2-dihydropyridine-3-carboxamide